lanthanum-boron oxide [B]=O.[La]